O1CCC(CC1)C1=CC=CC=2N1N=NN2 5-(tetrahydro-2H-pyran-4-yl)tetrazolo[1,5-a]pyridine